3-buten-1-yl-tin tri(n-propoxide) [O-]CCC.[O-]CCC.[O-]CCC.C(CC=C)[Sn+3]